isopropyl-2,4,6-trimethylbenzoyl-diphenylphosphine oxide C(C)(C)C1=C(C=CC=C1)P(C1=CC=CC=C1)(C(C1=C(C=C(C=C1C)C)C)=O)=O